C(C)(C)(C)OC(=O)N1C[C@@H](N([C@H](C1)C)C=1C=NC(=CC1)[N+](=O)[O-])C (3S,5S)-3,5-dimethyl-4-(6-nitropyridin-3-yl)piperazine-1-carboxylic acid tert-butyl ester